tert-butyl ((5S,8S,10aR)-8-(3-(4-(dimethylamino)pyridin-3-yl)azetidine-1-carbonyl)-6-oxodecahydropyrrolo[1,2-a][1,5]diazocin-5-yl)carbamate CN(C1=C(C=NC=C1)C1CN(C1)C(=O)[C@@H]1CC[C@H]2N1C([C@H](CNCC2)NC(OC(C)(C)C)=O)=O)C